OC1=NN=C(O1)C=1C=C2CCN(C2=CC1)C(C)=O 1-(5-(5-hydroxy-1,3,4-oxadiazol-2-yl)indolin-1-yl)ethan-1-one